C(C1=CC=CC=C1)OC(=O)N[C@@H](C(=O)OC(C)(C)C)CCCCO tert-butyl (R)-2-(((benzyloxy)-carbonyl)amino)-6-hydroxyhexanoate